CN(/C=C/C(=O)C1=CC=C(C=C1)C)C (E)-3-(dimethylamino)-1-(p-tolyl)prop-2-en-1-one